C(C)(C)(C)OC(=O)NC=1C(=CC(=C(C1)B(O)O)F)C (5-((tert-butoxycarbonyl)amino)-2-fluoro-4-methylphenyl)boronic acid